(1-(2,6-difluorobenzyl)indenyl)cyclopentadienyl-zirconium dichloride [Cl-].[Cl-].FC1=C(CC2C(=CC3=CC=CC=C23)[Zr+2]C2C=CC=C2)C(=CC=C1)F